(3S)-7-bromo-2-((2-hydroxypropyl)amino)-5-(pyridin-2-yl)-3H-benzo[e][1,4]diazepin BrC1=CC2=C(N=C(CN=C2C2=NC=CC=C2)NCC(C)O)C=C1